tritylethan-1-amine C(C1=CC=CC=C1)(C1=CC=CC=C1)(C1=CC=CC=C1)C(C)N